C(C)(C)(C)OC(=O)NC(CCS(=O)(=O)[O-])C(C)C=1C=C(C(=C2C=CNC12)F)F 2-((tert-butoxycarbonyl)amino)-3-(4,5-difluoro-1H-indol-7-yl)butylmethanesulfonate